C1(=CC(=CC=C1)OC1=C(C=C2CC[C@@H](C2=C1)OP(=O)(N1CC1)N1CC1)[N+](=O)[O-])C1=CC=CC=C1 Di(aziridin-1-yl)phosphinic acid (S)-6-([1,1'-biphenyl]-3-yloxy)-5-nitro-2,3-dihydro-1H-inden-1-yl ester